NC1=NC=C(C(=N1)NC1(CC1)O)C(F)(F)F 1-((2-amino-5-(trifluoromethyl)pyrimidin-4-yl)amino)cyclopropan-1-ol